1-(4-BORONOBENZOYL)PIPERIDINE-4-CARBOXYLIC ACID B(O)(O)C1=CC=C(C(=O)N2CCC(CC2)C(=O)O)C=C1